C1(CCCCC1)C(COCC)(COC)CCC(CC(C)C)(Cl)Cl 2-cyclohexyl-2-(3,3-dichloro-5-methylhexyl)-1-ethoxy-3-methoxypropane